BrC=1N=C(/C(/NC1)=N/C(/C(=O)OC(C)(C)C)=C/C=1OC=CC1)SC1=C(C=CC=C1)F tert-butyl (E)-2-(((Z)-5-bromo-3-((2-fluorophenyl)thio)pyrazin-2(1H)-ylidene)amino)-3-(furan-2-yl)acrylate